FC1=C(C(=CC=C1C1=CN=C(N1)C)O)N1CC(NS1(=O)=O)=O 5-(2-fluoro-6-hydroxy-3-(2-methyl-1H-imidazol-5-yl)phenyl)-1,2,5-thiadiazolidin-3-one 1,1-dioxide